C(C1=CC=CC=C1)N1C[C@H]([C@@](CC1)(C#N)C)O |r| racemic-trans-1-benzyl-3-hydroxy-4-methylpiperidine-4-carbonitrile